O(C1=CC=CC=C1)C1=CC=C(C(=O)NCC(=O)N2C(CCC2)C(=O)N)C=C1 1-((4-phenoxybenzoyl)glycyl)pyrrolidine-2-carboxamide